C1(CC1)C1=CN=C(N1C)CC(C(C)C)=O 1-(5-Cyclopropyl-1-methyl-1H-imidazol-2-yl)-3-methylbutan-2-one